4-bromo-2-chloro-N-methyl-6-nitroaniline BrC1=CC(=C(NC)C(=C1)[N+](=O)[O-])Cl